O[C@@]1(C(N(CC1)C)=O)C1=CC(=NO1)C1=NC(=CC=C1)C1=NC(=NC=C1)NC1=NC(=NC=C1)OC (R)-3-Hydroxy-3-(3-(6-(2-((2-methoxypyrimidin-4-yl)amino)pyrimidin-4-yl)pyridin-2-yl)isoxazol-5-yl)-1-methylpyrrolidin-2-one